C(C1=CC=CC=C1)NC1=NC(=NN2C1=CC=C2C=2C=NC=NC2)N2C(=CC=1C(=CC=CC21)C(=O)N)C 1-[4-(benzylamino)-7-(pyrimidin-5-yl)pyrrolo[2,1-f][1,2,4]triazin-2-yl]-2-methyl-1H-indole-4-carboxamide